11(Z)-eicosenoic acid CCCCCCCC/C=C\CCCCCCCCCC(=O)O